C(CCCCCCCCCCCCCCC)(=O)OCC(CCCCCCCCCC)CCCCCCCC 2-Octyl-dodecyl Palmitate